O=C1N(CCC(N1)=O)C1=CC=C(C=C1)N1C[C@@H](CC1)C(=O)N1CCN(CC1)C1CCC(CC1)N1N=C2C=C(C(=CC2=C1)NC(C1=NC(=CC=C1)C(F)(F)F)=O)OC N-(2-((1R,4r)-4-(4-((R)-1-(4-(2,4-dioxotetrahydropyrimidin-1(2H)-yl)phenyl)pyrrolidine-3-carbonyl)piperazin-1-yl)cyclohexyl)-6-methoxy-2H-indazol-5-yl)-6-(trifluoromethyl)picolinamide